4-hydroxy-2,2,3,3-tetramethylbutyl propionate C(CC)(=O)OCC(C(CO)(C)C)(C)C